N1=C(C=CC=C1C1=C(C=CC=C1)C=1C(=C(C=C(C1)C(C)(C)C)C12CC3CC(CC(C1)C3)C2)[O-])C2=C(C=CC=C2)C=2C(=C(C=C(C2)C(C)(C)C)C23CC1CC(CC(C2)C1)C3)[O-] 2',2'''-(pyridine-2,6-diyl)bis((3-adamantan-1-yl)-5-(tert-butyl)-[1,1'-biphenyl]-2-olate)